B([O-])([O-])[O-].[Li+].[Co+2].[Ni+2] Nickel cobalt lithium borate